O.O=C1NC=CC2=C(C=CC=C12)N1N=CC(=C1C(F)(F)F)C(=O)NC1=CC(=NC=C1)C(F)(F)F 1-(1-oxo-1,2-dihydroisoquinolin-5-yl)-5-(trifluoromethyl)-N-[2-(trifluoromethyl)pyridin-4-yl]-1H-pyrazole-4-carboxamide monohydrate